Cl.OCC1=NC(=NO1)C1=CC(=C(C=C1)C1=CC=C(C=C1)C(=O)N1CCCC=2C=C3C(=CC12)C1(CCN(CC1)C)CO3)C 2,3,5,6,7,8-Hexahydro-5-[4'-(5-hydroxymethyl-1,2,4-oxadiazol-3-yl)-2'-methylbiphenyl-4-carbonyl]-1'-methylspiro[furo[2,3-g]quinoline-3,4'-piperidine] hydrochloride